CC1=NC2=C(N1)C=C(C=C2C(=O)O)C2=CC=C(C=C2)C2=C(C=CC=C2)CN2C(CCC2)=O 2-methyl-6-(2'-((2-oxopyrrolidin-1-yl)methyl)-[1,1'-biphenyl]-4-yl)-1H-benzo[d]imidazole-4-carboxylic acid